1-(4-(2-((1-butyl-1H-pyrazol-4-yl)amino)pyrimidin-4-yl)phenyl)imidazolidin-2-one C(CCC)N1N=CC(=C1)NC1=NC=CC(=N1)C1=CC=C(C=C1)N1C(NCC1)=O